CC1=NOC(=C1)C=1C=C2N(N=CC=C2N2C[C@@H]3CCC(C2)N3C3CC(C3)C#N)C1 (1S,3s)-3-(3-(6-(3-methylisoxazol-5-yl)pyrrolo[1,2-b]pyridazin-4-yl)-3,8-diazabicyclo[3.2.1]octan-8-yl)cyclobutane-1-carbonitrile